2-(2,5-dimethoxyphenyl)-4-(acetoxy)-5-amino-3(2H)-furanone COC1=C(C=C(C=C1)OC)C1OC(=C(C1=O)OC(C)=O)N